C(C)(=O)O[C@H]1[C@@H]([C@H](C(O)O[C@@H]1COC(C)=O)NC(C(F)(F)F)=O)O 4,6-di-O-acetyl-2-Deoxy-2-trifluoroacetylamino-α,β-D-glucopyranose